C(C)C(C1=CC=C(C=C1)C1=CC=C(C=C1)C(P(=O)=O)(CC)CC)(P(=O)=O)CC 4,4'-bis(diethylphosphomethyl)biphenyl